exo-(exo)-cis-(cis)-2,3-dithiol C1SSC=C1